ethyl 1-(3-{2-azaspiro[3.4]octan-2-yl}propyl)-2-oxo-6-(trifluoromethyl)-1,2-dihydropyridine-3-carboxylate C1N(CC12CCCC2)CCCN2C(C(=CC=C2C(F)(F)F)C(=O)OCC)=O